FC=1C=C(CNC(=O)N)C=C(C1F)F (3,4,5-trifluorobenzyl)urea